Ethyl (S)-3-((tert-butoxycarbonyl)amino)-3-(3-cyclopropyl-5-(4,4,5,5-tetramethyl-1,3,2-dioxaborolan-2-yl)phenyl)propanoate C(C)(C)(C)OC(=O)N[C@@H](CC(=O)OCC)C1=CC(=CC(=C1)B1OC(C(O1)(C)C)(C)C)C1CC1